ClC=1C=C(C=CC1)C=1C(=CC=CC1)S(=O)(=O)C1=CC=C(C=C1)NC(=O)NCC1=CC=NC=C1 1-[4-(3'-Chloro-biphenyl-2-sulfonyl)-phenyl]-3-pyridin-4-ylmethyl-urea